Arachidate C(CCCCCCCCCCCCCCCCCCC)(=O)[O-]